5-(4-chlorophenyl)-4-(3-pyrrolidinyl)-3-hydroxyisothiazole hydrobromide salt Br.ClC1=CC=C(C=C1)C1=C(C(=NS1)O)C1CNCC1